C12(OCC3=C(C=CC=C13)CO)CCCC2 (3'H-spiro[cyclopentane-1,1'-isobenzofuran]-4'-yl)methanol